CC(CCC(CC)C)(O)O 1,4-dimethylhexanediol